2-Ethylbutyl ((((2R,3S,5R)-5-(6-amino-2-fluoro-9H-purin-9-yl)-2-ethynyl hydroxytetrahydrofuran-2-yl)methoxy)(phenoxy)phosphoryl)-L-phenylalaninate NC1=C2N=CN(C2=NC(=N1)F)[C@H]1C[C@@H]([C@@](O1)(C#C)COP(=O)(OC1=CC=CC=C1)N[C@@H](CC1=CC=CC=C1)C(=O)OCC(CC)CC)O